CC1=CC=C(C(=N1)O[C@H]1C[C@@H](CC1)CC=O)S(=O)(=O)N1[C@@H](CCC1)C(=O)OC |o1:8,10| methyl ((6-methyl-2-(((1R*,3R*)-3-(2-oxoethyl)cyclopentyl)oxy)pyridin-3-yl)sulfonyl)-L-prolinate